1-(3-chloro-4-methylphenyl)ethanone ClC=1C=C(C=CC1C)C(C)=O